tert-butyl (2S)-2-[[(2,2-dimethyl-4-oxo-2,4-dihydro-1,3-benzodioxin-5-yl)oxy]methyl]piperidine-1-carboxylate CC1(OC(C2=C(O1)C=CC=C2OC[C@H]2N(CCCC2)C(=O)OC(C)(C)C)=O)C